6,12-bis-(1H-indazol-5-yl)-2-{4-[(1S,4S)-2-oxa-5-azabicyclo[2.2.1]heptan-5-yl]butyl}-9-oxa-2,4,14-triazatricyclo[8.4.0.0^{3,8}]tetradeca-1(10),3(8),4,6,11,13-hexaene N1N=CC2=CC(=CC=C12)C=1C=NC=2N(C=3N=CC(=CC3OC2C1)C=1C=C2C=NNC2=CC1)CCCCN1[C@@H]2CO[C@H](C1)C2